(R)-N-(1-(3-((2-(3-chloro-1-methyl-1H-pyrazol-4-yl)pyrimidin-4-yl)amino)-6-fluoro-5-(1-methoxyethyl)isoquinolin-8-yl)azetidin-3-yl)-N-methyl-methanesulfonamide ClC1=NN(C=C1C1=NC=CC(=N1)NC=1N=CC2=C(C=C(C(=C2C1)[C@@H](C)OC)F)N1CC(C1)N(S(=O)(=O)C)C)C